3-bromo-7-(trifluoromethyl)imidazo[1,2-a]pyridine BrC1=CN=C2N1C=CC(=C2)C(F)(F)F